3-(2-ethoxy-2-oxoethyl)-3-methylazetidine-1-carboxylic acid tert-butyl ester C(C)(C)(C)OC(=O)N1CC(C1)(C)CC(=O)OCC